4-(3-hydroxy-1-methanesulfonylcyclobutyl)phenol OC1CC(C1)(S(=O)(=O)C)C1=CC=C(C=C1)O